2-mercapto-propane sodium [Na].SC(C)C